NC1=C2C(=NC=N1)N(N=C2C2=CC=C(C=C2)OC2=CC=CC=C2)C2CCN(CC2)CC=2C=C(C=NC2F)N2C(NC(CC2)=O)=O 1-(5-((4-(4-amino-3-(4-phenoxyphenyl)-1H-pyrazolo[3,4-d]pyrimidin-1-yl)piperidin-1-yl)methyl)-6-fluoropyridin-3-yl)dihydropyrimidine-2,4(1H,3H)-dione